7-(2-hydroxyethoxymethyl)-N-[2-methyl-5-[5-(oxetan-3-yl)-1,2,4-oxadiazol-3-yl]phenyl]imidazo[1,2-a]pyridine-3-carboxamide OCCOCC1=CC=2N(C=C1)C(=CN2)C(=O)NC2=C(C=CC(=C2)C2=NOC(=N2)C2COC2)C